9-chloro-3-methoxyspiro[benzo[a]fluorene-11,9'-fluorene] ClC1=CC=C2C3=CC=C4C(=C3C3(C5=CC=CC=C5C=5C=CC=CC35)C2=C1)C=CC(=C4)OC